propyl-norbornene bromide [Br-].C(CC)C12C=CC(CC1)C2